CN1[C@@H](CCC1)COC1=NC=2CC3(CCC2C(=N1)N1CCNCC1)CCCC1=CC=C(C=C13)O 2'-(((S)-1-Methylpyrrolidin-2-yl)methoxy)-4'-(piperazin-1-yl)-3,4,5',8'-tetrahydro-2H,6'H-spiro[naphthalene-1,7'-quinazolin]-7-ol